ClC1=CC(=C(COC2=CC=CC(=N2)C2CCN(CC2)[C@H](C)C2=NC3=C(N2C[C@H]2OCC2)C=C(C=C3)C(=O)O)C=C1)F 2-((R)-1-(4-(6-((4-Chloro-2-fluorobenzyl)oxy)pyridin-2-yl)piperidin-1-yl)ethyl)-1-(((S)-oxetane-2-yl)methyl)-1H-benzo[d]imidazole-6-carboxylic acid